CN(S(=O)(=O)NC(C1=C(C(=C(C=C1)C(=O)N1CC2=C(CC1)C=1C(=CC(=C(C1OC2=O)C)N2C[C@@H](N(CC2)C)COC)C)F)OC)=O)C (R)-N-(N,N-dimethylsulfamoyl)-3-fluoro-2-methoxy-4-(8-(3-(methoxymethyl)-4-methylpiperazin-1-yl)-7,10-dimethyl-5-oxo-1,3,4,5-tetrahydro-2H-chromeno[3,4-c]pyridine-3-carbonyl)benzamide